2,4-bis[1-(4-hydroxyphenyl)-1-methylethyl]phenol OC1=CC=C(C=C1)C(C)(C)C1=C(C=CC(=C1)C(C)(C1=CC=C(C=C1)O)C)O